[Cl-].[Cl-].C(C)C1(C(=C(C(=C1C)C)C)C)[Zr+2]C1C(=CC2=CC=CC=C12)C1=CC=CC=C1 (1-Ethyl-2,3,4,5-tetramethylcyclopentadienyl)(2-phenylindenyl)zirconium dichloride